OC1=CC=C(C=C1)N=CC1=CC(=CC=C1)O 3-hydroxybenzaldehyde-(4-hydroxy-phenylimine)